C1(=CC=CC=C1)[C@@H]1P([C@H](CC1)C1=CC=CC=C1)CCP1[C@H](CC[C@@H]1C1=CC=CC=C1)C1=CC=CC=C1 1,2-bis[(2R,5R)-2,5-diphenylphospholan-1-yl]ethane